C1(CCCCC1)NC1CCCCC1.C(C)(=O)N[C@@H](CSCCCO)C(=O)O N-acetyl-S-(hydroxypropyl)-L-cysteine dicyclohexylamine salt